N-(6-{[5-bromo-2-({5-isopropyl-2-methoxy-4-[4-(piperazin-1-yl)piperidin-1-yl]phenyl}amino)pyrimidin-4-yl]amino}quinoxalin-5-yl)methanesulfonamide BrC=1C(=NC(=NC1)NC1=C(C=C(C(=C1)C(C)C)N1CCC(CC1)N1CCNCC1)OC)NC=1C(=C2N=CC=NC2=CC1)NS(=O)(=O)C